6-ethyl-2-((3-(imidazo[1,2-a]pyridin-6-yloxy)azetidin-1-yl)methyl)thiophene C(C)C1(C=CC=2N(C1)C=CN2)OC2CN(C2)CC=2SC=CC2